C(C=1OCC(N1)C(C)(C)C)C=1OCC(N1)C(C)(C)C methylenebis(4-tert-butyl-2-oxazoline)